C1(CC1)C1=C(C=CC(=C1)F)NC1=C(C#N)C=CC(=C1)C(F)(F)F 2-((2-cyclopropyl-4-fluorophenyl)amino)-4-(trifluoromethyl)benzonitrile